FC1=NN(C(=C1)C(=O)N(C)OC)[C@H](C)C1=CC=CC=C1 (R)-3-fluoro-N-methoxy-N-methyl-1-(1-phenylethyl)-1H-pyrazole-5-carboxamide